BrC1=C(C=CC(=C1)F)NC1=C(C(=O)NC=2C(=NC(=CC2)OC)C)C=C(C=C1)C(F)(F)F 2-((2-bromo-4-fluorophenyl)-amino)-N-(6-methoxy-2-methylpyridin-3-yl)-5-(trifluoromethyl)-benzamide